C(C(=C)C)(=O)OCC1=C(C(=CC(=C1)OC)N1N=C2C(=N1)C=CC(=C2)Cl)O 3-(5-chloro-2H-benzo[d][1,2,3]triazol-2-yl)-2-hydroxy-5-methoxybenzyl methacrylate